NC=1C(NC(N(N1)C1=CC(=C(C(=C1)Cl)OC=1C=C2C3(C(NC2=CC1)=O)C(C3)(C)C)Cl)=O)=O 6-amino-2-(3,5-dichloro-4-((2,2-dimethyl-2'-oxospiro[cyclopropane-1,3'-indolin]-5'-yl)oxy)phenyl)-1,2,4-triazine-3,5(2H,4H)-dione